ClC1=NC=C(C(=N1)OCC)Cl 2,5-dichloro-4-ethoxypyrimidine